C1(CC1)NC(C1=C(C=C(C=C1OC)C1=CN=C2N1C=CC(=C2)OCC(C)(N2CCOCC2)C)OC(F)F)=O N-cyclopropyl-2-(difluoromethoxy)-6-methoxy-4-[7-(2-methyl-2-morpholino-propoxy)imidazo[1,2-a]pyridin-3-yl]benzamide